O1CCC(CC1)C1CC=2C=CC(=CC2CC1)O 6-(tetrahydro-2H-pyran-4-yl)-5,6,7,8-tetrahydronaphthalen-2-ol